S1C2=C(C=C1)C(=CC=C2)N2CCN(CC2)CCCCOC2=CC=C1C(CC(N(C1=C2)COC(=O)C2CCCCCC2)=O)(C)C Cycloheptanecarboxylic acid 7-[4-(4-benzo[b]thiophen-4-ylpiperazin-1-yl)butoxy]-4,4-dimethyl-2-oxo-3,4-dihydro-2H-quinolin-1-ylmethyl ester